CCC(CCC)NCCCCN N-(hexane-3-yl)butane-1,4-diamine